N-(7-(4,4-difluoropiperidin-1-yl)furo[2,3-c]pyridin-5-yl)-4-((2-hydroxyethyl)sulfonamido)-2-(4-methylenepiperidin-1-yl)benzamide FC1(CCN(CC1)C=1N=C(C=C2C1OC=C2)NC(C2=C(C=C(C=C2)NS(=O)(=O)CCO)N2CCC(CC2)=C)=O)F